Cl.C(C)OC(=O)C=1N=CN2C1CNCC2 5,6,7,8-Tetrahydroimidazo[1,5-a]pyrazine-1-carboxylic acid ethyl ester hydrochloride